1-(1-methoxyprop-2-yl)piperidine COCC(C)N1CCCCC1